C(C1=CC=CC=C1)O[C@@H]1[C@H]([C@H](O[C@@H]([C@@H]1OCC1=CC=CC=C1)COCC1=CC=CC=C1)OC)N (2S,3R,4R,5R,6R)-4,5-bis(benzyloxy)-6-((benzyloxy)methyl)-2-methoxytetrahydro-2H-pyran-3-amine